lithium 3-acetylphenoxide C(C)(=O)C=1C=C([O-])C=CC1.[Li+]